tert-butyl 4-chloro-7-((5-(1-methyl-2-oxopyrrolidin-3-yl)pyridin-2-yl)amino)-1-oxoisoindoline-2-carboxylate ClC1=C2CN(C(C2=C(C=C1)NC1=NC=C(C=C1)C1C(N(CC1)C)=O)=O)C(=O)OC(C)(C)C